C(C)OC(CCNC(=O)C=1C=C2C=NN(C2=CC1)C(CCC)C1=CC=C(C=C1)C1=C(C=C(C=C1C)C)C)=O 3-(1-(1-(2',4',6'-trimethyl-[1,1'-biphenyl]-4-yl)butyl)-1H-indazole-5-carboxamido)propionic acid ethyl ester